ClC1=CC=C(COC(CN2C(N(C=C2)C(F)F)=S)C2=C(C=C(C=C2)Cl)Cl)C=C1 1-(2-((4-chlorobenzyl)oxy)-2-(2,4-dichlorophenyl)ethyl)-3-(difluoromethyl)-1,3-dihydro-2H-imidazole-2-thione